C(C)(C)(C)OC(=O)N1CCC2(CC(C[C@H]2NC(=O)OC(C)(C)C)=O)CC1.OC1=CC=C(C=C1)C(C)(C)C1CCC(CC1)O 2-(4-hydroxyphenyl)-2-(4-hydroxycyclohexyl)propane tert-butyl-(1R)-1-{[(tert-butoxy)carbonyl]amino}-3-oxo-8-azaspiro[4.5]decane-8-carboxylate